C1(=CC=CC=C1)[C@@H]1NCCC1 |r| (R/S)-2-phenylpyrrolidine